N[C@@H]1CN(CC[C@H]1F)C1=NC2=C(N1CC(=O)N(C)C)C=CC(=C2)C(F)(F)F 2-(2-((3R,4R)-3-amino-4-fluoropiperidin-1-yl)-5-(trifluoromethyl)-1H-benzo[d]imidazol-1-yl)-N,N-dimethylacetamide